O=C1N(N=CC2=CC(=CC=C12)S(=O)(=N)C1=CC=CC=C1)CC=1C=C(C=CC1)NC(OC(C)(C)C)=O tert-butyl (3-((1-oxo-6-(phenylsulfonimidoyl)phthalazin-2(1H)-yl)methyl)phenyl)carbamate